(1,1'-bis(diphenylphosphino)ferrocene) palladium [Pd].C1(=CC=CC=C1)P([C-]1C=CC=C1)C1=CC=CC=C1.[C-]1(C=CC=C1)P(C1=CC=CC=C1)C1=CC=CC=C1.[Fe+2]